C(C)(C)(C)C1=CC=C(C=C1)C1=NC(=CC=C1)C1=CC(=CC(=C1)F)F 2-(4-tert-butylphenyl)-6-(3,5-difluorophenyl)pyridine